(2R,3R,4R,5R)-2-(acetoxymethyl)-5-(6-chloro-4-((cyclopentyloxy) amino)-1H-pyrazolo[3,4-d]pyrimidin-1-yl)tetrahydrofuran-3,4-diyl diacetate C(C)(=O)O[C@@H]1[C@H](O[C@H]([C@@H]1OC(C)=O)N1N=CC=2C1=NC(=NC2NOC2CCCC2)Cl)COC(C)=O